FC1([C@H](CN(CC1)[C@@H](C(=O)NC=1N=CN(C1)CC1=CC(=CC(=C1)F)F)C)C1=CN(C(C=C1)=O)C)F (R)-2-((S)-4,4-difluoro-3-(1-methyl-6-oxo-1,6-dihydropyridin-3-yl)piperidin-1-yl)-N-(1-(3,5-difluorobenzyl)-1H-imidazol-4-yl)propanamide